(S)-(3-((4-dihydroxyboryl-3,5-difluorobenzyl)(5,6-diamino-6-oxohexyl)carbamoyl)-5-nitrophenyl)boronic acid OB(C1=C(C=C(CN(C(=O)C=2C=C(C=C(C2)[N+](=O)[O-])B(O)O)CCCC[C@@H](C(=O)N)N)C=C1F)F)O